C(C1=CC=CC=C1)NC(\C=C/C1=C(C=CC=C1)Cl)=O (Z)-N-benzyl-3-(2-chlorophenyl)acrylamide